FC=1C=C2C(=NC1NC1=CC=CC=3CCCCC13)NN=C2N 5-fluoro-N6-(5,6,7,8-tetrahydronaphthalen-1-yl)-1H-pyrazolo[3,4-b]pyridine-3,6-diamine